6-chloro-1-(1-methylethyl)-1,3-dihydro-2H-imidazo[4,5-c]pyridin-2-one ClC1=CC2=C(C=N1)NC(N2C(C)C)=O